(S)-3-(1-(4-(4-(3-chloro-1H-1,2,4-triazol-1-yl)-5-fluoropyrimidin-2-yl)piperazine-1-carbonyl)-4,5-dihydro-1H-pyrazol-5-yl)-5-fluorobenzonitrile ClC1=NN(C=N1)C1=NC(=NC=C1F)N1CCN(CC1)C(=O)N1N=CC[C@H]1C=1C=C(C#N)C=C(C1)F